C(C)SCCSCCNCCSCCSCC bis(2-((2-(ethylthio)ethyl)-thio)ethyl)amine